[1-[4-(3-methoxyazetidin-1-yl)pyrimidin-2-yl]piperidin-4-yl]-[(3S)-3-(5-methylpyrazin-2-yl)-1,2-oxazolidin-2-yl]methanone COC1CN(C1)C1=NC(=NC=C1)N1CCC(CC1)C(=O)N1OCC[C@H]1C1=NC=C(N=C1)C